CC1=CC=C(C=C1)S(=O)(=O)OC1=CC(=C(C(=C1C=O)O)CC)OS(=O)(=O)C1=CC=C(C=C1)C 4-ethyl-6-formyl-5-hydroxy-1,3-phenylene bis(4-methylbenzenesulfonate)